tert-butyl N-[(1R)-1-(1,1-dioxo-2H-thiet-3-yl)ethyl]carbamate O=S1(CC(=C1)[C@@H](C)NC(OC(C)(C)C)=O)=O